Di(2-ethylhexyl)phthalat C(C)C(COC(C=1C(C(=O)OCC(CCCC)CC)=CC=CC1)=O)CCCC